ClC=1C(=NC=C(C1)C1=CC(=CC=C1)Cl)C#N 3-chloro-5-(3-chlorophenyl)pyridine-2-carbonitrile